4,4'-(4-bromo-3-chlorobut-1-ene-1,1-diyl)bis(fluorobenzene) BrCC(C=C(C1=CC=C(C=C1)F)C1=CC=C(C=C1)F)Cl